ethyl 2-methyl-4-oxo-2-butenoate CC(C(=O)OCC)=CC=O